Methyl 4-chloro-3'-((2-cyclopentyl-1,3-dioxoisoindolin-5-yloxy)methyl)biphenyl-3-carboxylate ClC1=C(C=C(C=C1)C1=CC(=CC=C1)COC=1C=C2C(N(C(C2=CC1)=O)C1CCCC1)=O)C(=O)OC